N1CC1 (S)-aziridine